O1C[C@@H](CC2=CC=CC=C12)NC(NC1(CC1)[C@H](CC1=CC=C(C=C1)B(O)O)N(C)C)=NC#N (4-((S)-2-(1-(3-((R)-chroman-3-yl)-2-cyanoguanidino)cyclopropyl)-2-(dimethylamino)ethyl)phenyl)boronic acid